FC1(CCN(CC1)C1=CC(=CC=2NC(=NC21)C)NC(C2=C(C=C(C=C2)S(=O)(=O)C)N2CCC1(CC1)CC2)=O)F N-(4-(4,4-difluoropiperidin-1-yl)-2-methyl-1H-benzo[d]imidazol-6-yl)-4-(methylsulfonyl)-2-(6-azaspiro[2.5]octan-6-yl)benzamide